tert-butyl 2-((1-(2-(benzyloxy)-7-methyl-4-oxo-4H-pyrido[1,2-a]pyrimidin-9-yl)ethyl)amino)benzoate C(C1=CC=CC=C1)OC=1N=C2N(C(C1)=O)C=C(C=C2C(C)NC2=C(C(=O)OC(C)(C)C)C=CC=C2)C